(5S)-5-(bromomethyl)pyrrolidin-2-one BrC[C@@H]1CCC(N1)=O